2-[2-hydroxy-4-(trifluoromethyl)phenoxy]-N-(3-{4-[(1s,3s)-3-(trifluoromethoxy)cyclobutyl]-1H-1,2,3-triazol-1-yl}bicyclo[1.1.1]pentan-1-yl)acetamide OC1=C(OCC(=O)NC23CC(C2)(C3)N3N=NC(=C3)C3CC(C3)OC(F)(F)F)C=CC(=C1)C(F)(F)F